FC=1C(=C(C=CC1)NN1C(=CC=2C(NCCC21)=O)C2=C(C=NC=C2)C#C[C@]2(N(CCC2)C(C=C)=O)C)OC [(3-fluoro-2-methoxyphenyl)amino]-2-(3-{2-[(2S)-2-methyl-1-(prop-2-enoyl)pyrrolidin-2-yl]ethynyl}pyridin-4-yl)-1H,5H,6H,7H-pyrrolo[3,2-c]pyridin-4-one